C(C)(C)(C)OC(=O)N1C2CC(C3=CC=C(N=C13)C(OC)OC)(C2)NC2COCC2 7-(dimethoxymethyl)-4-((tetrahydrofuran-3-yl)amino)-3,4-dihydro-2,4-methylene-1,8-naphthyridine-1(2H)-carboxylic acid tert-butyl ester